methyl 4-(difluoromethoxy)-3-[(pyrimidin-5-yl)ethynyl]benzoate FC(OC1=C(C=C(C(=O)OC)C=C1)C#CC=1C=NC=NC1)F